ethylaminocarbonyllysine C(C)NC(=O)N[C@@H](CCCCN)C(=O)O